COC1=C(C=CC(=C1)C1CCNCC1)NC1=NC=C(C(=N1)NC1=C(C=CC=C1)C(F)(F)F)C(=O)N 2-((2-methoxy-4-(piperidin-4-yl)phenyl)amino)-4-((2-(trifluoro-methyl)phenyl)amino)pyrimidine-5-carboxamide